CC=1SC(=C2C1CCCC2)C(=O)O methyl-6,7-dihydro-4H-2-benzothiophene-1-carboxylic acid